(3-(methylsulfonyl)phenyl)methylamine CS(=O)(=O)C=1C=C(C=CC1)CN